2-chloro-3,4-dimethylphenyl (3S)-4-[N2-cyclohexyl-N6-(1-methylethyl)-D-lysyl]-3-[(thiophen-2-ylmethyl)carbamoyl]piperazine-1-carboxylate C1(CCCCC1)N[C@H](CCCCNC(C)C)C(=O)N1[C@@H](CN(CC1)C(=O)OC1=C(C(=C(C=C1)C)C)Cl)C(NCC=1SC=CC1)=O